C1=CC(=CC=C1/C=C\\C2=CC3=C(C=C2)O[C@H]([C@@H]3C4=CC(=CC(=C4)O)O)C5=CC=C(C=C5)O)O The molecule is a stilbenoid that is the (2R,3R)-cis-stereoisomer of delta-viniferin, obtained by cyclodimerisation of cis-resveratrol. It is a member of 1-benzofurans, a polyphenol and a stilbenoid. It derives from a cis-resveratrol. It is an enantiomer of a (2S,3S)-cis-delta-viniferin.